C(C)(=O)OCCN1C(N(CCC1)C1=CC=C(C=C1)CO[Si](C1=CC=CC=C1)(C1=CC=CC=C1)C(C)(C)C)=O 2-(3-(4-(((tert-butyldiphenylsilyl)oxy)methyl)phenyl)-2-oxotetrahydropyrimidin-1(2H)-yl)ethyl acetate